FC(F)C(C(=O)O)S difluoromethyl-thioglycolic acid